tert-butyl 2-(2-chloropyrimidin-4-yl)-3-((4-(6-ethoxypyrazin-2-yl) phenyl) (4-methoxybenzyl) amino)-3-oxopropionate ClC1=NC=CC(=N1)C(C(=O)OC(C)(C)C)C(=O)N(CC1=CC=C(C=C1)OC)C1=CC=C(C=C1)C1=NC(=CN=C1)OCC